N1=C(C=CC=C1)CNCC1=CC=C(C=C1)CN(C1CCCC=2C=CC=NC12)CC=1N=CNC1 N-(2-pyridinylmethyl)-N'-(1H-imidazol-4-ylmethyl)-N'-(5,6,7,8-tetrahydro-8-quinolinyl)-1,4-benzenedimethanamine